N-(2,6-difluoro-phenyl)-4-(5-methylsulfanyl-4-pyridin-3-yl-pyrimidin-2-ylamino)-benzamide FC1=C(C(=CC=C1)F)NC(C1=CC=C(C=C1)NC1=NC=C(C(=N1)C=1C=NC=CC1)SC)=O